4-chlorophenyl (R)-5-(5,5-dimethyl-1,1-dioxoisothiazolidin-2-yl)-3,3-difluoropiperidine-1-carboxylate CC1(CCN(S1(=O)=O)[C@@H]1CC(CN(C1)C(=O)OC1=CC=C(C=C1)Cl)(F)F)C